(2R)-N-ethyl-N-{2-[4-(5-fluoro-1H-indazol-1-yl)piperidin-1-yl]ethyl}-2-hydroxy-propionamide C(C)N(C([C@@H](C)O)=O)CCN1CCC(CC1)N1N=CC2=CC(=CC=C12)F